(S)-2-((S)-2-(1H-indole-2-carboxamido)-4-methylpentanamido)-3-((S)-2-oxopyrrolidin-3-yl)propane N1C(=CC2=CC=CC=C12)C(=O)N[C@H](C(=O)N[C@@H](C)C[C@H]1C(NCC1)=O)CC(C)C